C(C)(C)(C)OC(=O)N1C(C2=C(C=CC(=C2C1=O)[N+](=O)[O-])Cl)(C)C 7-chloro-1,1-dimethyl-4-nitro-3-oxoisoindolin-2-carboxylic acid tert-butyl ester